4-ethoxyphthalide C(C)OC1=C2COC(=O)C2=CC=C1